(R)-(6-(3-Methylmorpholinyl)-1-oxo-2,3-dihydro-1H-pyrrolo[3,4-c]pyridin-4-yl)methylmethanol C[C@H]1N(CCOC1)C1=CC2=C(C(=N1)CCO)CNC2=O